CN1CC(C1)NC(=O)C1=CC2=C(N3C=4C=CC=CC4N=C13)N=C(C=C2)N2CCN(CCC2)C 2-(4-Methyl-[1,4]diazepan-1-yl)-1,7,11b-triaza-benzo[c]fluorene-6-carboxylic acid (1-methyl-azetidin-3-yl)-amide